2-{4-[2-({[3-(trifluoromethoxy)phenyl]methyl}amino)pyrimidin-5-yl]-1H-1,2,3-triazol-1-yl}acetic acid FC(OC=1C=C(C=CC1)CNC1=NC=C(C=N1)C=1N=NN(C1)CC(=O)O)(F)F